1-(4-(7-(benzo[d]oxazol-7-yl)-6-chloro-quinazolin-4-yl)piperazin-1-yl)prop-2-en-1-one O1C=NC2=C1C(=CC=C2)C2=C(C=C1C(=NC=NC1=C2)N2CCN(CC2)C(C=C)=O)Cl